tert-Butyl (3-(trifluoromethyl)pyrazolo[1,5-a]pyrimidin-5-yl)carbamate FC(C=1C=NN2C1N=C(C=C2)NC(OC(C)(C)C)=O)(F)F